BrC1=CC=C2CN(C(C2=C1CBr)=O)C1C(NC(CC1)=O)=O 3-(6-bromo-7-(bromomethyl)-1-oxoisoindolin-2-yl)piperidine-2,6-dione